C(CCC)OC(CCCCCCCCCC/C=C/CCO)OCCCC (3E)-15,15-dibutoxy-3-pentadecen-1-ol